5-cyano-N-(4-fluorobenzyl)-2-(4-(2-oxo-2,3-dihydro-1H-imidazo[4,5-b]pyridin-6-yl)benzylamino)nicotinamide C(#N)C=1C=NC(=C(C(=O)NCC2=CC=C(C=C2)F)C1)NCC1=CC=C(C=C1)C=1C=C2C(=NC1)NC(N2)=O